[5-chloro-1-(3-hydroxypropyl)-6-(2H-1,2,3-triazol-2-yl)-1H-pyrrolo[2,3-b]pyridin-3-yl][(2R,6R)-1-(5-fluoro-3-iodopyridin-2-yl)-2,6-dimethylpiperidin-4-yl]methanone ClC=1C=C2C(=NC1N1N=CC=N1)N(C=C2C(=O)C2C[C@H](N([C@@H](C2)C)C2=NC=C(C=C2I)F)C)CCCO